3-(4,4-Dimethyl-2-oxo-3,4-dihydro-2H-pyran-6-yl)-1,5-dimethyl-1H-indazole 2-oxide CC1(CC(OC(=C1)C1=[N+](N(C2=CC=C(C=C12)C)C)[O-])=O)C